6-Chloro-8-(1-ethyl-1H-pyrazol-4-yl)-9-(2,2,2-trifluoro-ethyl)-9H-pyrido[3,4-b]indole ClC=1C=C2C3=C(N(C2=C(C1)C=1C=NN(C1)CC)CC(F)(F)F)C=NC=C3